FC(C(F)(F)Br)(F)Br 1,1,2,2-tetrafluorodibromoethane